7-hydroxycoumarin-3-carboxylic acid ethyl Ester C(C)OC(=O)C=1C(OC2=CC(=CC=C2C1)O)=O